C1(CC1)CCC=O 3-cyclopropyl-propanal